2,3-bis(5-(pyridin-4-yl)thiophen-2-yl)acrylonitrile N1=CC=C(C=C1)C1=CC=C(S1)C(C#N)=CC=1SC(=CC1)C1=CC=NC=C1